(R)-4-benzyl-3-((R)-8-bromo-2-methyloctanoyl)oxazolidin-2-one C(C1=CC=CC=C1)[C@H]1N(C(OC1)=O)C([C@@H](CCCCCCBr)C)=O